N-[3-(4-aminobutanoylamino)propyl]-2-chloro-4-[[3-[3-(trifluoromethyl)-1H-pyrazol-4-yl]imidazo[1,2-a]pyrazin-8-yl]amino]benzamide NCCCC(=O)NCCCNC(C1=C(C=C(C=C1)NC=1C=2N(C=CN1)C(=CN2)C=2C(=NNC2)C(F)(F)F)Cl)=O